C(\C=C/C(=O)O)(=O)O.O(C)C=1C=NC=CC1 3-methoxyl-pyridine maleate